[Na].OCCN(CCO)C(CO)(CO)CO bis-(2-hydroxyethyl)amino-Tris(hydroxymethyl)methane sodium